(±)-β-carboxyl-β-propiolactone C(=O)(O)[C@H]1CC(=O)O1 |r|